COC=1C=C(C=CC1OCC1=CC=C(C=C1)C)/C=C/C=O (E)-3-(3-methoxy-4-((4-methylbenzyl)oxy)phenyl)propenal